BrC(C(=O)NC=1N=NC(=CC1)OCC1CCC1)C 2-bromo-N-(6-(cyclobutylmethoxy)pyridazin-3-yl)propanamide